6-((2-methoxyethoxy)methoxy)-5-methyl-4-pentyl-2'-(prop-1-en-2-yl)-1',2',3',4'-tetrahydro-[1,1'-biphenyl]-2-ol COCCOCOC=1C(=C(C=C(C1C1C(CCC=C1)C(=C)C)O)CCCCC)C